(4-(pyrrolidin-1-ylmethyl)phenyl)boronic acid N1(CCCC1)CC1=CC=C(C=C1)B(O)O